C1=CC=C(C(=C1)S(=O)(=O)O)S(=O)(=O)O The molecule is a member of the class of benzenesulfonic acids consisting of benzene carrying two sulfo groups at positions 1 and 2 respectively.